2,4,6-trichloro-5-ethylpyrimidine ClC1=NC(=C(C(=N1)Cl)CC)Cl